Tripropargyl-boroxine indium-tin-zinc [Zn].[Sn].[In].C(C#C)B1OB(OB(O1)CC#C)CC#C